NC1=C(C=C(C=C1)Br)C(C)(C)O 2-(2-amino-5-bromophenyl)propan-2-ol